3-[2-(2,4-dichlorophenyl)-2-(1,2,4-triazole-1-ylmethyl)-1,3-dioxolane-4-yl]-2,4-dimethylbenzenesulfonate ClC1=C(C=CC(=C1)Cl)C1(OCC(O1)C=1C(=C(C=CC1C)S(=O)(=O)[O-])C)CN1N=CN=C1